[F-].C(CCCCCCCCCC)[N+]1=CC(=CC=C1)CCCC 1-undecyl-3-butylpyridinium fluoride salt